(S)-9-(4-chloro-2-fluorophenyl)-7-(2,2-dimethyl-6-(1-methyl-1H-pyrazol-4-yl)morpholino)-2,3-dimethyl-4H-pyrido[1,2-a]pyrimidin-4-one ClC1=CC(=C(C=C1)C1=CC(=CN2C1=NC(=C(C2=O)C)C)N2CC(O[C@H](C2)C=2C=NN(C2)C)(C)C)F